CC1=CC2=C(NC(=N2)NC(CC2=CC=C(OC3=C(C(=O)N)C=CC=N3)C=C2)=O)C=C1 2-(4-(2-((5-methyl-1H-benzo[d]imidazol-2-yl)amino)-2-oxoethyl)phenoxy)nicotinamide